tert-Butyl 2-{4-[5-chloro-2-(4-chloro-1H-imidazol-1-yl)phenyl]-5-methoxy-2-oxopyridin-1(2H)-yl}-4-methoxybutanoate ClC=1C=CC(=C(C1)C1=CC(N(C=C1OC)C(C(=O)OC(C)(C)C)CCOC)=O)N1C=NC(=C1)Cl